5-bromo-N-(3-fluoro-1H-indol-6-yl)-3H-1,3-benzodiazol-2-amine BrC1=CC2=C(N=C(N2)NC2=CC=C3C(=CNC3=C2)F)C=C1